N-(3-(5-chloro-2-methoxyphenyl)-1-(1-(3-hydroxyazetidin-1-yl)-2-methyl-1-oxopropan-2-yl)-1H-pyrazol-4-yl)pyrazolo[1,5-a]pyrimidine-3-carboxamide ClC=1C=CC(=C(C1)C1=NN(C=C1NC(=O)C=1C=NN2C1N=CC=C2)C(C(=O)N2CC(C2)O)(C)C)OC